FC1=CC(=C(C=C1)N1N=C(C=C1I)C(F)(F)F)I 1-(4-fluoro-2-iodophenyl)-5-iodo-3-(trifluoromethyl)-1H-pyrazole